vinyl-tris(2-methoxy-ethoxy)silane ethyl-2-(chloromethyl)-8-fluoro-3,5,6,7-tetrahydrocyclopenta[f]benzimidazole-6-carboxylate C(C)OC(=O)C1CC=2C(=CC3=C(N=C(N3)CCl)C2F)C1.C(=C)[Si](OCCOC)(OCCOC)OCCOC